COC(C[C@H](CO)NC(=O)OC(C)(C)C)=O (3R)-3-tert-butoxycarbonylamino-4-hydroxy-butyric acid methyl ester